Cl.NC1(CCC1)C1=CC=C(C=C1)C1=NC=2C=CN3C(C2C=C1C1=CC=CC=C1)=NNC3=O 8-[4-(1-aminocyclobutyl)phenyl]-9-phenyl-1,2,4-triazolo[3,4-f][1,6]naphthyridin-3(2H)-one hydrochloride